3,4,5,6-tetradeutero-2-hydroxyphenylpropane-1,3-dione [2H]C=1C(=C(C(=C(C1[2H])[2H])[2H])C(CC=O)=O)O